CN(C1=NC(N([C@H]2[C@H](OC)[C@H](O)[C@@H](CO)O2)C=C1)=O)C N4,N4,2'-O-trimethyl-cytidine